Chromium phosphinyl-isoindoleamidine [PH2](=O)C=1NC(=C2C=CC=CC12)C(=N)N.[Cr]